4-(hydroxyamino)pyrimidin-2(1H)-one ONC1=NC(NC=C1)=O